FC1=CC=C(C=C1)C1C=2N(CCN1)N=NN2 8-(4-fluorophenyl)-5,6,7,8-tetrahydrotetrazolo[1,5-a]pyrazine